CC1(OB(OC1(C)C)C1=CC2=C(C3=C(O2)C=CC(=C3)N3C2=CC=CC=C2C=2C=CC=CC32)C=C1)C 9-(7-(4,4,5,5-tetramethyl-1,3,2-dioxaborolan-2-yl)dibenzo[b,d]furan-2-yl)-9H-carbazole